n-butylammonium acetat C(C)(=O)[O-].C(CCC)[NH3+]